CC=1N(C=CN1)[Si](C)(C)C 2-methyl-1-(trimethylsilyl)-1H-imidazole